(trans)-Methyl 4-((acetylthio)methyl)cyclohexanecarboxylate C(C)(=O)SC[C@@H]1CC[C@H](CC1)C(=O)OC